CN(C(CC1CCOCC1)=O)C1=CC2=C(NC(=N2)C2=NNC=3C[C@@]4([C@H](CC23)C4)C)C=C1C N-Methyl-N-(6-methyl-2-((4aS,5aR)-5a-methyl-1,4,4a,5,5a,6-hexahydrocyclopropa[f]indazol-3-yl)-1H-benzo[d]imidazol-5-yl)-2-(tetrahydro-2H-pyran-4-yl)acetamide